(S)-3-(6-(4-fluoro-3-(trifluoromethyl)phenyl)-4-((3-(trifluoromethyl)phenyl)-sulfonyl)-3,4-dihydro-2H-benzo[b][1,4]oxazin-2-yl)propanoic acid FC1=C(C=C(C=C1)C1=CC2=C(O[C@H](CN2S(=O)(=O)C2=CC(=CC=C2)C(F)(F)F)CCC(=O)O)C=C1)C(F)(F)F